OC=1C=C(C=CC1C(=O)OC)C1N(CCN(C1)C(=O)OC(C)(C)C)C(=O)OCC1=CC=CC=C1 1-benzyl 4-(tert-butyl) 2-(3-hydroxy-4-(methoxycarbonyl)phenyl)piperazine-1,4-dicarboxylate